FC1=C(C(=C(C=C1OC([2H])([2H])[2H])OC([2H])([2H])[2H])F)C1CCC=2C(=NNC2C1)C1=C(C=NN1C)NC(C=C)=O N-(5-(6-(2,6-difluoro-3,5-bis(methoxy-d3)phenyl)-4,5,6,7-tetrahydro-1H-indazol-3-yl)-1-methyl-1H-pyrazol-4-yl)acrylamide